ClC=1OC2=C(N1)C=C(C=C2)Cl 2,5-dichlorobenzo[d]oxazole